N1NCC2=C1N=CC=N2 dihydropyrazolopyrazine